CC1CS(=O)(=O)CC1 3-METHYLSULFOLANE